N[C@@]1(CN(CC1)C1=C(C=NC(=C1C1=CC(=CC(=C1)F)F)C#N)C(=O)NC12CC(C1)(C2)F)C 4-[(3S)-3-amino-3-methylpyrrolidin-1-yl]-6-cyano-5-(3,5-difluorophenyl)-N-{3-fluorobicyclo[1.1.1]pentan-1-yl}pyridine-3-carboxamide